C[C@@H]1N(CC1)C(=O)O[C@H]1C[C@H](CC1)C1=NNC(=C1)N (1R,3S)-3-(5-amino-1H-pyrazol-3-yl)cyclopentyl (S)-2-methylazetidine-1-carboxylate